C(C)(C)(C)OC(=O)C12C3C4C5(C(C14)C2C53)C5OCC(=N5)C(=O)OC Methyl 2-((2r,3R,4r,5S)-4-(tert-butoxycarbonyl)cuban-1-yl)-2,5-dihydrooxazole-4-carboxylate